(3-Chloro-5-((R)-1-((R)-1-(4-methoxyphenyl)ethylamino)-8-azaspiro[4.5]decan-8-yl)pyrazin-2-yl)(2,3-dichlorophenyl)methanone ClC=1C(=NC=C(N1)N1CCC2(CCC[C@H]2N[C@H](C)C2=CC=C(C=C2)OC)CC1)C(=O)C1=C(C(=CC=C1)Cl)Cl